copper(II) compound with phosphoric acid P(O)(O)(O)=O.[Cu+2]